C(C1=CC=CC=C1)N1C(=NC2=C1C=CC=C2)C2=CC=CC=C2 1-benzyl-2-phenyl-benzo[d]imidazole